N1C(=NC2=C1C=CC=C2)C(C#N)=CC=2C(=NN(C2C)C2=CC(=CC=C2)C(F)(F)F)C 2-(1H-benzo[d]imidazol-2-yl)-3-(3,5-dimethyl-1-(3-(trifluoromethyl)phenyl)-1H-pyrazol-4-yl)acrylonitrile